10-bromo-11b-(2-fluorophenyl)-2,3,7,11b-tetrahydro[1,3]oxazolo[3,2-d][1,4]benzodiazepin-6(5H)-one BrC=1C=CC2=C(C3(N(CC(N2)=O)CCO3)C3=C(C=CC=C3)F)C1